COC1=C(C=C(C(=N1)N1CCN(CC1)C)C(C(=O)N)=C)NC1=NC=CC(=N1)N1C=C(C2=CC=CC=C12)C 6-methoxy-5-((4-(3-methyl-1H-indol-1-yl)pyrimidin-2-yl)amino)-2-(4-methylpiperazine-1-yl)pyridin-3-yl-acrylamide